6-(1-cyclopropylpyrazol-4-yl)-2-(difluoromethyl)-4-(p-toluenesulfonyl)-2,3-dihydro-1,4-oxazine C1(CC1)N1N=CC(=C1)C1=CN(CC(O1)C(F)F)S(=O)(=O)C1=CC=C(C)C=C1